7-(piperidin-4-yl)-5-((3-(trifluoromethyl)pyridin-4-yl)methyl)pyrido[2,3-b]pyrazin-6(5H)-one N1CCC(CC1)C1=CC=2C(=NC=CN2)N(C1=O)CC1=C(C=NC=C1)C(F)(F)F